2-(4-(((6-(cyclopropyl(4-(trifluoromethyl)benzyl)amino)-5-fluoropyrimidin-4-yl)amino)methyl)-4-(1H-1,2,3-triazol-5-yl)piperidin-1-yl)acetamide C1(CC1)N(C1=C(C(=NC=N1)NCC1(CCN(CC1)CC(=O)N)C1=CN=NN1)F)CC1=CC=C(C=C1)C(F)(F)F